α,β-lactose acetate propionate C(CC)(=O)O.C(C)(=O)O.OC1[C@H](O)[C@@H](O)[C@H](O[C@H]2[C@H](O)[C@@H](O)[C@@H](O)[C@H](O2)CO)[C@H](O1)CO